NOCCOCCONC(=O)N1C2=CC=CC=C2C=2C=CC=CC12 N-[2-(2-aminooxyethoxy)ethoxy]carbazole-9-carboxamide